rac-(3R,5S)-1,5-dimethylpyrrolidine-3-carboxylic acid CN1C[C@@H](C[C@@H]1C)C(=O)O |r|